5-((6-phenylpyridin-3-yl)oxy)-1H-1,2,3-triazole-4-carboxylic acid C1(=CC=CC=C1)C1=CC=C(C=N1)OC1=C(N=NN1)C(=O)O